4-[3-(benzofuran-3-ylsulfanyl)-5-bromo-phenyl]morpholine O1C=C(C2=C1C=CC=C2)SC=2C=C(C=C(C2)Br)N2CCOCC2